C[C@H]1CN(C[C@H](N1)C)C1=CC=C(N=N1)C1=NC=C(C=C1O)C=1C=CC=2N(C1)N=C(N2)C 2-{6-[(3S,5R)-3,5-dimethylpiperazin-1-yl]pyridazin-3-yl}-5-(2-methyl[1,2,4]triazolo[1,5-a]pyridin-6-yl)pyridin-3-ol